(3S,5R)-3-[2-[[6-[(2,5-dichloropyrimidin-4-yl)amino]-1-methyl-3-[2-(methylamino)-2-oxo-ethoxy]-2-oxo-8-quinolinyl]oxy]ethoxy]-5-methyl-piperidine-1-carboxylic acid tert-butyl ester C(C)(C)(C)OC(=O)N1C[C@H](C[C@H](C1)C)OCCOC=1C=C(C=C2C=C(C(N(C12)C)=O)OCC(=O)NC)NC1=NC(=NC=C1Cl)Cl